C(#N)C(C(=O)NCCCC[C@@H](C(=O)N[C@@H](CC1=CC=CC=C1)B(O)O)NC[C@@H]([C@@H](C)O)NC(C(C)C)=O)=CC(C)C ((R)-1-((S)-6-(2-cyano-4-methylpent-2-enamido)-2-((2S,3R)-3-hydroxy-2-isobutyrylaminobutylamino)hexanamido)-2-phenylethyl)boronic acid